2-hydroxy-3-methylbutyric acid (2-hydroxy-3-methylbutyrate) OC(C(=O)O)C(C)C.OC(C(=O)O)C(C)C